C(CCCCCCC)C(CCCCCCCC)OC(CCCCCCCOC(=O)[C@H]1N(CC[C@@H](C1)O)CCCCCC(OCCCCCCCCCCC)=O)=O [8-(1-octylnonoxy)-8-oxo-octyl](2S,4S)-4-hydroxy-1-(6-oxo-6-undecoxy-hexyl)piperidine-2-carboxylate